(benzothiazol-2-yl)-7-(diethylamino)-coumarin S1C(=NC2=C1C=CC=C2)C=2C(OC1=CC(=CC=C1C2)N(CC)CC)=O